6-bromo-1-isopropyl-2-(4-(trifluoromethyl)benzyl)-1H-imidazo[4,5-b]Pyridine BrC=1C=C2C(=NC1)N=C(N2C(C)C)CC2=CC=C(C=C2)C(F)(F)F